(((5,6-diphenylpyrazin-2-yl)(methyl)amino)methyl)benzonitrile C1(=CC=CC=C1)C=1N=CC(=NC1C1=CC=CC=C1)N(C)CC1=C(C#N)C=CC=C1